ClC1=NC=CC(=C1Cl)SC=1C=2N(C(=NC1)N1CCC3([C@@H](COC3)N)CC1)C=NN2 (S)-8-(8-((2,3-dichloropyridin-4-yl)thio)-[1,2,4]triazolo[4,3-c]pyrimidin-5-yl)-2-oxa-8-azaspiro[4.5]decan-4-amine